O1C(=CC=C1)C=CC1=NC(=NC(=N1)C(Cl)(Cl)Cl)C(Cl)(Cl)Cl 2-[2-(2-furanyl)ethenyl]-4,6-bis(trichloromethyl)-s-triazine